(+)-[4-[(2-Chloro-4-fluoro-phenoxy)methyl]-1-piperidinyl]-[(3R)-3-(1H-triazol-5-yl)pyrrolidin-1-yl]methanone ClC1=C(OCC2CCN(CC2)C(=O)N2C[C@@H](CC2)C2=CN=NN2)C=CC(=C1)F